ClC1=C(C=CC=C1OC)C(=O)N1C[C@H]2CO[C@@H](CN2CC1)C1=NC=C(C(=C1)Cl)Cl |o1:13,16| (2-Chloro-3-methoxyphenyl)-[rel-(3S,9aS)-3-(4,5-dichloro-2-pyridyl)-3,4,6,7,9,9a-hexahydro-1H-pyrazino[2,1-c][1,4]oxazin-8-yl]methanon